9H-fluoren-9-ylmethyl (1S,2S,5R)-2-[[(1S)-1-cyano-2-[(3S)-2-oxopyrrolidin-3-yl]ethyl]carbamoyl]-3-azabicyclo[3.2.0]heptane-3-carboxylate C(#N)[C@H](C[C@H]1C(NCC1)=O)NC(=O)[C@@H]1[C@H]2CC[C@H]2CN1C(=O)OCC1C2=CC=CC=C2C=2C=CC=CC12